(S)-N-(2-fluoro-5-(2-methyl-1-(4-methyl-4H-1,2,4-triazol-3-yl)propan-2-yl)phenyl)-5-((3-methylpiperidin-1-yl)methyl)-2-oxo-1-(2,2,2-trifluoroethyl)-1,2-dihydropyridine-3-carboxamide FC1=C(C=C(C=C1)C(CC1=NN=CN1C)(C)C)NC(=O)C=1C(N(C=C(C1)CN1C[C@H](CCC1)C)CC(F)(F)F)=O